C1(CC1)C(O)C=1N(C=C(N1)I)CCOC1OCCN1 cyclopropyl-({4-iodo-1-[2-(oxazolidin-2-yloxy)ethyl]-1H-imidazol-2-yl})methanol